C(C1=CC=CC=C1)C1=C(C=CC(=C1)C)/C=C/C(=O)N1CCN(CC1)C (E)-3-(2-benzyl-4-methylphenyl)-1-(4-methylpiperazin-1-yl)prop-2-en-1-one